1-(2,6-Dimethoxyphenyl)-1H-pyrrole COC1=C(C(=CC=C1)OC)N1C=CC=C1